[(6,6'-diphenyl[1,1'-binaphthalene]-2,2'-diyl)bis{oxy[3-(thianthren-1-yl)-4,1-phenylene]}]dimethanol C1(=CC=CC=C1)C=1C=C2C=CC(=C(C2=CC1)C1=C(C=CC2=CC(=CC=C12)C1=CC=CC=C1)OC1=C(C=C(C=C1)CO)C1=CC=CC=2SC3=CC=CC=C3SC12)OC1=C(C=C(C=C1)CO)C1=CC=CC=2SC3=CC=CC=C3SC12